NC1=NC2=CC=C(C=C2C=C1C)C(=O)N(N(C1=NC=CC=N1)C)CC1=NC=C(C=C1)C(C)F 2-amino-N-((5-(1-fluoroethyl)pyridin-2-yl)methyl)-N',3-dimethyl-N'-(pyrimidin-2-yl)quinoline-6-carbohydrazide